1-((S)-3-((tert-butyldimethylsilyl)amino)-2-((tert-butyldimethylsilyl)oxy)propyl)-1H-pyrazol-2-ium [Si](C)(C)(C(C)(C)C)NC[C@H](CN1[NH+]=CC=C1)O[Si](C)(C)C(C)(C)C